NCC[C@]1(OC2=C(C1)C=C(C=C2[C@@H](C)NC2=NC=1N(C=C2)N=CC1C(=O)O)F)C 5-(((R)-1-((S)-2-(2-aminoethyl)-5-fluoro-2-methyl-2,3-dihydrobenzofuran-7-yl)ethyl)amino)pyrazolo[1,5-a]pyrimidine-3-carboxylic acid